2'-isopropoxyacetoacetanilide C(C)(C)OC1=C(NC(CC(=O)C)=O)C=CC=C1